[Se]1C=NC=C1 Selenazole